CC=1C=CC=C2C=C(NC12)C(=O)N[C@H]1[C@@H](CCCC1)C(=O)OCC ethyl (1R,2R)-2-(7-methyl-1H-indole-2-carboxamido)cyclohexane-1-carboxylate